C(C)(C)(C)OC(N[C@@H](CC1=C2C(=NNC2=CC=C1)F)C)=O (R)-(1-(3-fluoro-1H-indazol-4-yl)propan-2-yl)carbamic acid tert-butyl ester